BrC1=CC2=C(N(C(CC(N2)=O)=O)C2=CC=C(C=C2)NS(=O)(=O)C2=CC=CC=C2)C=C1 N-[4-(7-bromo-2,4-dioxo-2,3,4,5-tetrahydro-1H-benzo[b][1,4]diazepin-1-yl)phenyl]benzenesulfonamide